FC(C(=O)O)(F)F.C1(CCC1)N1CCC(=CC1)C1=CC2=C(C=3N(CCC2NC2=CC(=CC=C2)S(=O)(=O)C)N=NC3C)C=C1 9-(1-cyclobutyl-1,2,3,6-tetrahydropyridin-4-yl)-1-methyl-N-(3-(methyl-sulfonyl)phenyl)-6,7-dihydro-5H-benzo[c][1,2,3]triazolo[1,5-a]azepin-7-amine 2,2,2-trifluoroacetate